2-(2-chloro-5-fluorophenyl)-N-(3-methoxy-4-(pyridin-4-yl)phenyl)acetamide ClC1=C(C=C(C=C1)F)CC(=O)NC1=CC(=C(C=C1)C1=CC=NC=C1)OC